CC1(CN=C(O1)C1=CC=C2CN(C(C2=C1)=O)CCNC1=NC=CC2=CC=C(C=C12)C1=NOC(=N1)C)C 6-(5,5-dimethyl-4H-oxazol-2-yl)-2-[2-[[7-(5-methyl-1,2,4-oxadiazol-3-yl)-1-isoquinolinyl]amino]ethyl]isoindolin-1-one